5-[[2-[(2R,5S)-2-(7-Fluoro-1H-Indazol-5-yl)-5-methyl-1-piperidyl]-2-oxo-acetyl]amino]pyridine-3-carboxamide FC=1C=C(C=C2C=NNC12)[C@@H]1N(C[C@H](CC1)C)C(C(=O)NC=1C=C(C=NC1)C(=O)N)=O